FC(OC1=NC(=CC=C1NC(=O)C1(CN(C(C1)=O)COCC[Si](C)(C)C)C1=C(C=CC=C1)C(C)C)OC)F N-(2-(difluoromethoxy)-6-methoxypyridin-3-yl)-3-(2-isopropylphenyl)-5-oxo-1-((2-(trimethylsilyl)ethoxy)methyl)pyrrolidine-3-carboxamide